8-amino-1-(2-chloro-5-fluorophenyl)-N,4-dimethyl-3-oxo-1,2,3,4-tetrahydropyrrolo[1,2-a]pyrazine-6-carboxamide NC=1C=C(N2C1C(NC(C2C)=O)C2=C(C=CC(=C2)F)Cl)C(=O)NC